5-fluoro-4-[3-methyl-5-oxo-4-(propan-2-yl)-4,5-dihydro-1H-1,2,4-triazol-1-yl]-2-[(1S)-1-phenylethoxy]-N-[3-(trifluoromethyl)phenyl]benzamide FC=1C(=CC(=C(C(=O)NC2=CC(=CC=C2)C(F)(F)F)C1)O[C@@H](C)C1=CC=CC=C1)N1N=C(N(C1=O)C(C)C)C